C(C)(C)(CC(C)(C)C)N=P(N(C)C)(N(C)C)N(C)C tert-Octyliminotris(dimethylamino)-phosphoran